heptazine CCN(CC)C1=NC(=NC(=N1)NC(C)C)Cl